C(C1=CC=CC=C1)N1C(=NC2=C1C=C(C=C2)C#N)CCC2=CC=CC=C2 benzyl-2-phenethyl-1H-benzo[d]Imidazole-6-carbonitrile